FC(C=1C(=C(C=CC1)[C@@H](C)NC=1C2=C(N=C(N1)C)N=C(C(=C2)OC2CN(C2)C(C)=O)OCC)F)F (R)-1-(3-((4-((1-(3-(difluoromethyl)-2-fluorophenyl)ethyl)amino)-7-ethoxy-2-methylpyrido[2,3-d]pyrimidin-6-yl)oxy)azetidin-1-yl)ethan-1-one